CN(CCN1N=CC(=C1)CN(CCC(=O)OC(CCCCCC)CCCCCCCC)CCC(=O)OC(CCCCCC)CCCCCCCC)C di(pentadecan-7-yl) 3,3'-(((1-(2-(dimethylamino)ethyl)-1H-pyrazol-4-yl)methyl)azanediyl)dipropionate